(S)-2-((4-(2-(6-(dimethylamino)-2-methylhex-3-yl)-2,6-diazaspiro[3.4]oct-6-yl)pyridazin-3-yl)oxy)-5-fluoro-N,N-diisopropylbenzamide CN(CCC[C@@H](C(C)C)N1CC2(C1)CN(CC2)C2=C(N=NC=C2)OC2=C(C(=O)N(C(C)C)C(C)C)C=C(C=C2)F)C